methyl 3-(2-amino-4-methylthiazol-5-yl)bicyclo[1.1.1]pentane-1-carboxylate NC=1SC(=C(N1)C)C12CC(C1)(C2)C(=O)OC